4'-(propane-2,2-diylbis(benzo[d]oxazol-5,2-diyl))diphenol CC(C)(C=1C=CC2=C(N=C(O2)C2=C(C=CC=C2)O)C1)C=1C=CC2=C(N=C(O2)C2=C(C=CC=C2)O)C1